C(C)(C)(C)OC(NC1=CC=C(C=C1)I)=O tert-butyl-N-(4-iodophenyl)carbamate